C1(CC1)S(=O)(=O)N1N=CC(=C1)C1=NC=CC(=N1)NC1=NC=C(C(=C1)NC1CCC(CC1)CO)C#CC=1C=NN(C1)CC(F)F ((1s,4s)-4-((2-((2-(1-(Cyclopropylsulfonyl)-1H-pyrazol-4-yl)pyrimidin-4-yl)amino)-5-((1-(2,2-difluoroethyl)-1H-pyrazol-4-yl)ethynyl)pyridin-4-yl)amino)cyclohexyl)methanol